BrC=1C=C(C(=NC1)CCl)SCC 5-bromo-3-(ethylsulfanyl)picolyl chloride